C(C)(C)(C)OC(N(CC1CCC1)CC=1NC2=CC(=CC=C2C1)CN)=O ((6-(aminomethyl)-1H-indol-2-yl)methyl)(cyclobutylmethyl)carbamic acid tert-butyl ester